Cl.N[C@H](C(=O)OC)CC(CC)C methyl (2S)-2-amino-4-methylhexanoate hydrochloride